CC(C)NC(O[C@H]1C[C@H](CC1)C1=CC(=NN1)NC(CC=1OC(=CN1)C)=O)=O (1R,3S)-3-(3-{[(5-methyl-1,3-oxazol-2-yl)acetyl]-amino}-1H-pyrazol-5-yl)-cyclopentyl propan-2-yl-carbamate